N1=CC=C(C=C1)CCC=1C=C2C(=NC=NC2=CC1)N1CC2(C1)CCN(CC2)C(=O)OC(C)(C)C tert-butyl 2-[6-(2-pyridin-4-ylethyl) quinazolin-4-yl]-2,7-diazaspiro[3.5]nonane-7-carboxylate